5-(2-acryloyl-2,6-diazaspiro[3.4]octan-6-yl)-3-(1,6-dimethyl-1H-indazol-7-yl)-2-phenoxyisonicotinonitrile C(C=C)(=O)N1CC2(C1)CN(CC2)C2=CN=C(C(=C2C#N)C=2C(=CC=C1C=NN(C21)C)C)OC2=CC=CC=C2